N1CCC2(CC1)C=CC1=CC=CC=C12 Spiro[indene-1,4'-piperidine]